(S)-1-(6-Oxo-5-(trifluoromethyl)-1,6-dihydropyridin-3-yl)propan-2-yl (2R,6R)-4-(5-cyclopropylpyrimidin-2-yl)-2,6-dimethylpiperazine-1-carboxylate C1(CC1)C=1C=NC(=NC1)N1C[C@H](N([C@@H](C1)C)C(=O)O[C@H](CC1=CNC(C(=C1)C(F)(F)F)=O)C)C